CN(CC(=O)O)C(=O)C1=CC=2C(C3=CC=CC=C3C2C=C1)(C)C methyl-(9,9-dimethyl-9H-fluorene-2-carbonyl)glycine